C(C)(=O)O.C(C)(=O)O.C(CCCCCCCCCCCCCCCCC)(=O)OCC(O)CO glyceryl monostearate diacetate